7-amino-1,2,4,5-tetrahydro-3H-1,5-methanobenzo[d]azepin-3-carboxylic acid tert-butyl ester C(C)(C)(C)OC(=O)N1CC2C3=C(C(C1)C2)C=C(C=C3)N